CC1=CC=CC(=N1)C1=NNC(=C1C1=NC2=CC(=CN=C2C=C1)C1=CC=NC=C1)NCCN1CCOCC1 3-(6-methylpyridin-2-yl)-N-(2-morpholinoethyl)-4-(7-(pyridin-4-yl)-1,5-naphthyridin-2-yl)-1H-pyrazol-5-amine